pentazolium chloride [Cl-].[NH+]=1NN=NN1